Cl.COC1=NC=CC(=C1)C1=C2CCO[C@H](C2=CC=C1)CNC (R)-1-(5-(2-methoxypyridin-4-yl)isochroman-1-yl)-N-methyl-methanamine hydrochloride